OC1CN(C2=CC=CC=C12)C(=O)NC=1C(=NC2=CC=CC=C2C1)NC1=C(C=CC=C1)C 3-Hydroxy-N-(2-(o-tolylamino)quinolin-3-yl)indoline-1-carboxamide